4-methoxybenzyl 2-(3-(2-ethoxy-2-oxoethyl)phenyl)-8-hydroxy-2,7,7-trimethyloctanoate C(C)OC(CC=1C=C(C=CC1)C(C(=O)OCC1=CC=C(C=C1)OC)(CCCCC(CO)(C)C)C)=O